C(CCCCCCCCCCCCCCCCCCCCC)OC(C=C)=O Behenylacrylat